6-(2-chloro-6-fluorophenyl)-2-((3-trifluoromethyl-4-((3R,5S)-3,4,5-trimethylpiperazin-1-yl)phenyl)amino)-8,9-dihydroimidazo[1,2-a]pyrimido[5,4-e]pyrimidin-5(6H)-one ClC1=C(C(=CC=C1)F)N1C=2N(C3=C(C1=O)C=NC(=N3)NC3=CC(=C(C=C3)N3C[C@H](N([C@H](C3)C)C)C)C(F)(F)F)CCN2